4-[(3-chlorophenyl)methyl]-1-(methoxymethyl)-7-(trifluoromethanesulfonyl)-1H-indazole ClC=1C=C(C=CC1)CC1=C2C=NN(C2=C(C=C1)S(=O)(=O)C(F)(F)F)COC